4-chloro-3-iodo-1-methyl-2-(2-methyl-4-nitrophenyl)-1H-pyrrolo[3,2-c]pyridine ClC1=NC=CC2=C1C(=C(N2C)C2=C(C=C(C=C2)[N+](=O)[O-])C)I